OC(C(=O)O)=CC1=CC=CC=C1.N(C)C[C@H](O)[C@@H](O)[C@H](O)[C@H](O)CO meglumine hydroxycinnamate